BrC=1C=C(CC2N(CCC2=O)C(=O)OC(C)(C)C)C=C(C1)F tert-butyl 2-(3-bromo-5-fluorobenzyl)-3-oxopyrrolidine-1-carboxylate